C(C)(=O)OCCC\C=C/CCCCCCCC (Z)-4-Tridecen-1-yl acetate